O1C(=CC=C1)NC1=NC(=NC2=CC(=C(C=C12)OC)C#CCN1CCCC1)N1CCCC1 N-(furan-2-yl)-6-methoxy-2-(pyrrolidin-1-yl)-7-(3-(pyrrolidin-1-yl)prop-1-yn-1-yl)quinazolin-4-amine